tert-Butyl 7-[4-chloro-5-(2,2,2-trifluoroethyl)pyrimido[5,4-b]indol-8-yl]-3,4-dihydro-1H-isoquinoline-2-carboxylate ClC1=NC=NC2=C1N(C=1C=CC(=CC21)C2=CC=C1CCN(CC1=C2)C(=O)OC(C)(C)C)CC(F)(F)F